ClC1=CNC2=C(C=CC(=C12)Cl)NS(=O)(=O)C=1C=NN(C1)C(CO)(C)CO N-(3,4-dichloro-1H-indol-7-yl)-1-[2-hydroxy-1-(hydroxymethyl)-1-methylethyl]pyrazole-4-sulfonamide